(2S)-N-(4-(cyclopropylamino)-3,4-dioxo-1-((S)-2-oxopyrrolidin-3-yl)butan-2-yl)-4,4-dimethyl-2-((R)-3-(2-(trifluoromethoxy)phenyl)pentanamido)pentanamide C1(CC1)NC(C(C(C[C@H]1C(NCC1)=O)NC([C@H](CC(C)(C)C)NC(C[C@@H](CC)C1=C(C=CC=C1)OC(F)(F)F)=O)=O)=O)=O